3-(1-oxo-2-phenethyl-1,2-dihydroisoquinolin-6-yl)benzonitrile O=C1N(C=CC2=CC(=CC=C12)C=1C=C(C#N)C=CC1)CCC1=CC=CC=C1